ClC1=C(C=C(C=C1)C1=NN(C(=N1)CC(=O)NCC=1C=CC2=C(NC(O2)=O)C1)CC)F 2-[3-(4-chloro-3-fluorophenyl)-1-ethyl-1H-1,2,4-triazol-5-yl]-N-[(2-oxo-2,3-dihydro-1,3-benzoxazol-5-yl)methyl]acetamide